C(#N)[C@H]1N(CSC1)C(CNC(=O)C1=CC=NC2=CC=C(C=C12)N1CC(C1)(C)C(F)F)=O (R)-N-(2-(4-cyanothiazolidin-3-yl)-2-oxoethyl)-6-(3-(difluoromethyl)-3-methyl-azetidin-1-yl)quinoline-4-carboxamide